1,2-bis((trimethylsilyl)oxy)cyclopent-1-ene C[Si](OC1=C(CCC1)O[Si](C)(C)C)(C)C